C(C)OCOC1C(N(CCC1)C(=O)OC(C)(C)C)COC1CCC(CC1)C1=C(C=CC=C1O)F tert-butyl 3-(ethoxymethoxy)-2-({[(1s,4s)-4-(2-fluoro-6-hydroxyphenyl)cyclohexyl]-oxy}methyl)piperidine-1-carboxylate